7,11-dimethyldodec-4-enoic acid CC(CC=CCCC(=O)O)CCCC(C)C